FC1=CC(=C(CN2C(NC3=C2C=CC=C3)=N)C=C1)C(F)(F)F 1-(4-fluoro-2-(trifluoromethyl)benzyl)-1H-benzo[d]imidazol-2(3H)-imine